COC(=O)[C@@H]1NC[C@H](C1)O (2R,4S)-4-hydroxypyrrolidine-2-carboxylic acid methyl ester